7-(4-(isopropylamino)-5-(5-(5-oxa-2,6-diazaspiro[3.4]octan-2-yl)-1,3,4-thiadiazol-2-yl)pyridin-2-yl)pyrrolo[1,2-b]pyridazine-3-carbonitrile C(C)(C)NC1=CC(=NC=C1C=1SC(=NN1)N1CC2(C1)ONCC2)C2=CC=C1N2N=CC(=C1)C#N